C(C)C1=CC2=C(N(C=N2)C2=NC3=C(N2)C=C(C=C3)F)C=C1 5-ethyl-6'-fluoro-1'H-1,2'-bibenzo[d]imidazole